C(C(C)C)(=O)O[C@@H]1[C@](O[C@H](C1)N1C=CC2=C1N=C(N=C2N)Cl)(CO)C#C (2R,3S,5R)-5-(4-amino-2-chloro-7H-pyrrolo[2,3-d]pyrimidin-7-yl)-2-ethynyl-2-(hydroxymethyl)tetrahydrofuran-3-yl isobutyrate